(R)-N-((S)-1'-(8-iodo-7-methylimidazolo[1,2-c]pyrimidin-5-yl)-1,3-dihydrospiro[indene-2,4'-piperidin]-1-yl)-2-methylpropan-2-sulfinamide IC=1C=2N(C(=NC1C)N1CCC3(CC1)[C@@H](C1=CC=CC=C1C3)N[S@](=O)C(C)(C)C)C=CN2